CN(C(OC(C=O)CCC=CC(=O)NC)=O)C 7-(methylamino)-1,7-dioxohept-5-en-2-yl dimethylcarbamate